CC1=CC=C(C=C1)COC1=CC=C(C=C1)C(/C=C/C1=CC=C(C=C1)\C=C/1\N[C@@H](N(S1=O)[C@H](C(=O)O)CC1=CC=CC=C1)S)=O (2S)-2-[(3S,5Z)-5-[[4-[(E)-3-[4-[(4-Methylphenyl)methoxy]phenyl]-3-oxoprop-1-enyl]phenyl]methylidene]-1-oxo-3-sulfanyl-1,2,4-thiadiazolidin-2-yl]-3-phenylpropanoic acid